Potassium Neodecanoate C(CCCCCC(C)(C)C)(=O)[O-].[K+]